Dinatrium isophthalat C(C1=CC(C(=O)[O-])=CC=C1)(=O)[O-].[Na+].[Na+]